methyl 4-bromo-2-(2-bromo-5-methylphenoxy)butanoate BrCCC(C(=O)OC)OC1=C(C=CC(=C1)C)Br